tert-butyl (1-(3,5-difluorophenyl)-2-(dimethylamino)-2-oxoethyl)carbamate FC=1C=C(C=C(C1)F)C(C(=O)N(C)C)NC(OC(C)(C)C)=O